dicyclohexyl-(2',4',6'-triisopropyl-3,6-dimethoxybiphenyl-2-yl)phosphine Methyl-1-(2,5-difluorobenzyl)-5-hydroxy-2-oxo-2,3-dihydro-1H-benzo[b]azepine-4-carboxylate COC(=O)C1=C(C2=C(N(C(C1)=O)CC1=C(C=CC(=C1)F)F)C=CC=C2)O.C2(CCCCC2)P(C2=C(C(=CC=C2OC)OC)C2=C(C=C(C=C2C(C)C)C(C)C)C(C)C)C2CCCCC2